CC1=C(N)C=C(C=C1)S(=O)(=O)C 2-methyl-5-(methylsulfonyl)-aniline